3-methoxy-4-(((3aS,4S,6S,7aR)-3a,5,5-trimethylhexahydro-4,6-methanobenzo[d][1,3,2]dioxaborol-2-yl)methyl)benzenesulfonamide COC=1C=C(C=CC1CB1O[C@@]2([C@H](O1)C[C@H]1C([C@@H]2C1)(C)C)C)S(=O)(=O)N